N[C@@H](C(=O)N[C@@H](C(=O)N[C@H](CCCCN)C1=NC(=NO1)CC1=CC=CC=C1)CC1=C(C=C(C=C1C)O)C)CCCNC(=N)N (R)-2-amino-N-((R)-1-(((R)-5-amino-1-(3-benzyl-1,2,4-oxadiazol-5-yl)pentyl)amino)-3-(4-hydroxy-2,6-dimethylphenyl)-1-oxopropan-2-yl)-5-guanidino-pentanamide